C(#N)/C(/C(=O)N[C@H](C)C1=CC(=C(C=C1)OC)OC)=C\C1=CNC2=NC=C(C=C21)C2=CC=NC=C2 (R,E)-2-cyano-N-(1-(3,4-dimethoxyphenyl)ethyl)-3-(5-(pyridin-4-yl)-1H-pyrrolo[2,3-b]pyridin-3-yl)acrylamide